fluoropyrimidin-2-ol FC1=NC(=NC=C1)O